C(C=C)C1(CCC1)C(=O)OC1CC(CCC1C(C)C)C Menthyl 1-allylcyclobutanecarboxylate